C(C1=CC=CC=C1)(=S)SCC(=O)OC(CSC(C1=CC=CC=C1)=S)=O 2-(thiobenzoylthio)acetic anhydride